COC1=CC=C(C=C1)CN1C(C(CCC1=O)N1C(N(C2=C1C=CC(=C2)NCCCCCCCC(=O)OC(C)(C)C)C)=O)=O Tert-butyl 8-[[1-[1-[(4-methoxyphenyl)methyl]-2,6-dioxo-3-piperidinyl]-3-methyl-2-oxo-benzimidazol-5-yl]amino]octanoate